N-(5-chloro-6-(2H-1,2,3-triazol-2-yl)pyridin-3-yl)-1-(quinolin-4-yl)-5-(trifluoromethyl)-1H-pyrazole-4-carboxamide ClC=1C=C(C=NC1N1N=CC=N1)NC(=O)C=1C=NN(C1C(F)(F)F)C1=CC=NC2=CC=CC=C12